2-butyl-6,7-dimethyl-6,7-dihydroquinoxaline C(CCC)C1=NC2=CC(C(C=C2N=C1)C)C